FC1=C(C=C(C(=O)OC(C)(C)C)C=C1)OC tert-Butyl 4-fluoro-3-methoxybenzoate